BrC1=CC=C(C=C1)NS(OCC=O)(=O)=O 2-oxoethyl (4-bromophenyl)sulfamate